(6R,7r,8S)-2,2,3,3,11,11,12,12-octamethyl-4,10-dioxa-3,11-disilatridecane-6,7,8-triol CC(C)([Si](OC[C@H](C([C@H](CO[Si](C(C)(C)C)(C)C)O)O)O)(C)C)C